6-bromo-3-(2,6-dioxopiperidin-3-yl)-2-methyl-4-oxo-3,4-dihydroquinazolin-7-yl sulfurofluoridate S(OC1=C(C=C2C(N(C(=NC2=C1)C)C1C(NC(CC1)=O)=O)=O)Br)(=O)(=O)F